ClCCC[Si](C)(OC)OC (3-chloropropyl)dimethoxy(methyl)silane